[SiH3]OC([C@H]1NCCC1)=O prolyl silyl ether